4-Cyclopropyl-7-((3aS,4R,6aR)-2,2-dimethyl-6-vinyl-3a,6a-dihydro-4H-cyclopenta[d][1,3]dioxol-4-yl)-7H-pyrrolo[2,3-d]pyrimidine C1(CC1)C=1C2=C(N=CN1)N(C=C2)[C@@H]2C=C([C@H]1OC(O[C@H]12)(C)C)C=C